CC1(CC(C1)(C1=NN=CN1C)C=1C=C(C=CC1)NC(=O)C=1C(N(C=C(C1)CN(C)CC(C)C)CC(F)(F)F)=O)C N-(3-(3,3-dimethyl-1-(4-methyl-4H-1,2,4-triazol-3-yl)cyclobutyl)phenyl)-5-((isobutyl(methyl)amino)methyl)-2-oxo-1-(2,2,2-trifluoroethyl)-1,2-dihydropyridine-3-carboxamide